FC1=CC(=C(C=C1)C1=CC(=CC=C1)C=1OC2=C(N1)C=C(C=C2C(F)(F)F)CNCC(C)(O)C)C2=NN=CN2C 1-(((2-(4'-Fluoro-2'-(4-methyl-4H-1,2,4-triazol-3-yl)-[1,1'-biphenyl]-3-yl)-7-(trifluoromethyl)benzo[d]oxazol-5-yl)methyl)amino)-2-methylpropan-2-ol